ClC1=CC=C(C=C1)N1C2(CCNC2)C(N(CC1=O)C1=CC=C(C=C1)[N+](=O)[O-])=O 6-(4-chlorophenyl)-9-(4-nitrophenyl)-2,6,9-triazaspiro[4.5]decane-7,10-dione